(R)-6-((3,3-Difluoro-1-methylpiperidin-4-yl)oxy)-N-(3-ethynyl-2-fluorophenyl)-7-methoxyquinazolin-4-amine FC1(CN(CC[C@H]1OC=1C=C2C(=NC=NC2=CC1OC)NC1=C(C(=CC=C1)C#C)F)C)F